3-[4-[(E)-2-[6-(dibutylamino)naphthalen-2-yl]ethenyl]pyridin-1-ium-1-yl]propane-1-sulfonate C(CCC)N(C=1C=C2C=CC(=CC2=CC1)/C=C/C1=CC=[N+](C=C1)CCCS(=O)(=O)[O-])CCCC